N=C(C(=O)O)CCCC iminohexanoic acid